CN(C(OC(C)(C)C)=O)C1CC2=C(SC=C2C(F)(F)F)C1 tert-butyl N-methyl-N-[3-(trifluoromethyl)-5,6-dihydro-4H-cyclopenta[b]thiophen-5-yl]carbamate